BrCC1=CC(=C(C(C=O)=C1)O)C(C)(C)C 5-bromomethyl-3-tert-butyl-salicylaldehyde